C(CC)OC(CC[Si](OCCCC)(OCCCC)OCCCC)C γ-Propoxybutyltributoxysilan